3-nitro-aniline [N+](=O)([O-])C=1C=C(N)C=CC1